2-HYDROXY-3-METHYLISONICOTINALDEHYDE OC=1C(=C(C=O)C=CN1)C